C[C@@H]1OC[C@@H](N(C1)C=1N=C(C2=C(N1)N=CC=C2)NCC=2C(=NC=CC2)C(F)(F)F)C 2-((2S,5S)-2,5-dimethylmorpholino)-N-((2-(trifluoromethyl)pyridin-3-yl)methyl)pyrido[2,3-d]pyrimidin-4-amine